OCC(C1=CNC(C2=CC=CC=C12)=O)N(C(=O)N)C 1-(2-hydroxy-1-(1-oxo-1,2-dihydroisoquinolin-4-yl)ethyl)-1-methylurea